ClC=1C=C(C=C(C1OCCCl)C#N)C(C)(C)C1=CC=C(OCC2=NC(=NC=C2)N2CCC3(CCN(CC3)C3CCN(CC3)C3CN(C3)C(=O)OC(C)(C)C)CC2)C=C1 tert-butyl 3-(4-(9-(4-((4-(2-(3-chloro-4-(2-chloroethoxy)-5-cyanophenyl)propan-2-yl)phenoxy)methyl)pyrimidin-2-yl)-3,9-diazaspiro[5.5]undecan-3-yl)piperidin-yl)azetidine-1-carboxylate